OC1(COCC1NS(=O)(=O)C(C)C)C1=CC=C(C=C1)C1=CC=C(C=C1)NC(C)=O N-{4'-[3-Hydroxy-4-(propane-2-sulfonylamino)-tetrahydro-furan-3-yl]-biphenyl-4-yl}-acetamide